2,9-dimethyl-1,10-phenanthroline nitrogen [N].CC1=NC2=C3N=C(C=CC3=CC=C2C=C1)C